(2-chloro-3-((N-methylsulfamoyl)amino)phenoxy)-N-cyclopropyl-2-((2-fluoro-4-iodophenyl)amino)-1,5-dimethyl-6-oxo-1,6-dihydropyridine-3-carboxamide ClC1=C(OC=2C(=C(N(C(C2C)=O)C)NC2=C(C=C(C=C2)I)F)C(=O)NC2CC2)C=CC=C1NS(NC)(=O)=O